COC=1C=C(\C=N\NC(=O)C2=NC(=CN=C2)C=2C=C(C=CC2)C)C=C(C1)OC (E)-N'-(3,5-dimethoxybenzylidene)-6-(m-tolyl)pyrazine-2-carbohydrazide